2,5-dihydroxy-(1,1'-biphenyl)-4-sulfonic acid OC1=C(C=C(C(=C1)S(=O)(=O)O)O)C1=CC=CC=C1